C[Si]1(O[Si](O[Si](O[Si](O1)(OC(C=C)=O)C)(OC(C=C)=O)C)(OC(C=C)=O)C)OC(C=C)=O tetramethyl-tetraacryloxycyclotetrasiloxane